di-(butyl)vinylmagnesium bromide C(CCC)C(=C[Mg]Br)CCCC